COC(C(C1=CC=CC=C1)N(C)C12CNCC2C1)=O ((2-methoxy-2-oxo-1-phenylethyl)(methyl)amino)-3-azabicyclo[3.1.0]hexane